C(CCCCCCCCCC)(C(=O)O)C(=O)O.N[C@@H](CCCCN)C(=O)O lysine undecanedicarboxylate salt